C(#N)C(C#N)=S1CC=CC=C1 dicyanomethylenethiopyran